CN(C(=O)C=1N=C(SC1)C1CCN(CC1)C(CN1N=C(C=C1C)C(F)(F)F)=O)[C@@H]1CCCC2=CC=CC=C12 N-Methyl-2-(1-{[5-methyl-3-(trifluoromethyl)-1H-pyrazol-1-yl]acetyl}piperidin-4-yl)-N-[(1R)-1,2,3,4-tetrahydronaphthalen-1-yl]-1,3-thiazol-4-carboxamide